6-[(1-acetylazetidin-3-yl)amino]-2-(3-azabicyclo[3.2.1]octan-3-yl)-N-[(2R)-2-hydroxy-2-[(3S)-7-hydroxy-1,2,3,4-tetrahydroisoquinolin-3-yl]ethyl]pyrimidine-4-carboxamide C(C)(=O)N1CC(C1)NC1=CC(=NC(=N1)N1CC2CCC(C1)C2)C(=O)NC[C@H]([C@H]2NCC1=CC(=CC=C1C2)O)O